1-azabicyclo-(3.3.0)-octane N12CCCC2CCC1